ClC1=C(C(=CC=C1)Cl)N1C=2N(C3=C(C1=O)C=NC(=N3)NC3=CC(=C(C=C3)N3CCN(CC3)C(C)C)C)CCN2 6-(2,6-dichlorophenyl)-2-(3-methyl-(4-(4-isopropylpiperazin-1-yl)phenyl)amino)-8,9-dihydroimidazo[1,2-a]pyrimido[5,4-e]pyrimidin-5(6H)-one